{3-fluoro-6H-isochromeno[3,4-b]pyridin-8-yl}pyrazole FC1=CC=C2C(=N1)OCC=1C=C(C=CC12)C1=NNC=C1